(3S,4R)-4-((7-cyclopentylpyrrolo[2,1-f][1,2,4]triazin-2-yl)amino)tetrahydro-2H-pyran-3-ol C1(CCCC1)C1=CC=C2C=NC(=NN21)N[C@H]2[C@@H](COCC2)O